BrC1=NC(=CC=C1)C1=NN=C(N1C(C)C)SC 2-bromo-6-(4-isopropyl-5-(methylthio)-4H-1,2,4-triazole-3-yl)pyridine